COCCOCC(C1=CC(=CC=C1)C(F)(F)F)NC(=O)NC1CC2(C1)CCC2 1-[2-(2-Methoxy-ethoxy)-1-(3-trifluoromethyl-phenyl)-ethyl]-3-spiro[3.3]hept-2-yl-urea